O=C1C=CC=N1 5-oxopyrrole